Glycinamid-Hydrochlorid Cl.NCC(=O)N